3-isobutyryl-5,6,7,8-tetrahydroindolizine-2-carboxylic acid ethyl ester C(C)OC(=O)C=1C=C2CCCCN2C1C(C(C)C)=O